BrC=1C(=NC(=NC1)NC1=C(C=C(C(=C1)CC)N1CCC(CC1)N1CCN(CC1)C)OC)NC=1C(=C2C=CC=NC2=CC1)NS(=O)(=O)C N-(6-((5-bromo-2-((5-ethyl-2-methoxy-4-(4-(4-methylpiperazin-1-yl)piperidin-1-yl)phenyl)amino)pyrimidin-4-yl)amino)quinolin-5-yl)methanesulfonamide